ClC=1C=NC(=C(C(=O)O)C1)OCC 5-chloro-2-ethoxynicotinic acid